3-[Bis(2-hydroxyethyl)amino]propyl-triethoxysilane OCCN(CCC[Si](OCC)(OCC)OCC)CCO